Antimony iodosulfide ISI.[Sb]